2-(trans-4-((6-fluoro-5-(imidazo[1,2-a]pyrimidin-6-yl)-4-methoxypyrrolo[2,1-f][1,2,4]triazin-2-yl)amino)cyclohexyl)propan-2-ol FC=1C(=C2C(=NC(=NN2C1)N[C@@H]1CC[C@H](CC1)C(C)(C)O)OC)C=1C=NC=2N(C1)C=CN2